(S)-N-(1-(3-amino-2-methyl-3-oxopropyl)-3-(5-chloro-2-methoxyphenyl)-1H-pyrazol-4-yl)pyrazolo[1,5-a]pyrimidine-3-carboxamide NC([C@H](CN1N=C(C(=C1)NC(=O)C=1C=NN2C1N=CC=C2)C2=C(C=CC(=C2)Cl)OC)C)=O